2-Allylethyl alcohol C(C=C)CCO